6-bromo-4-[5-chloro-4-nitro-2-(2-trimethylsilylethoxymethyl)pyrazol-3-yl]pyridin-3-amine BrC1=CC(=C(C=N1)N)C=1N(N=C(C1[N+](=O)[O-])Cl)COCC[Si](C)(C)C